C1(=CC=CC=C1)C1=CCC(CN(C1)S(=O)(=O)C1=CC=C(C)C=C1)O 6-phenyl-1-p-toluenesulfonyl-2,3,4,7-tetrahydro-1H-azepin-3-ol